FC(C(=O)O)(F)F.C1N(CC12CNC2)C(C)=O 1-(2,6-diazaspiro[3.3]heptan-2-yl)ethan-1-one trifluoroacetate